trimethyl-1,5-pentanediol diacrylate C(C=C)(=O)OC(C(CCCOC(C=C)=O)C)(C)C